furo[3,2-c]pyridine-7-carbaldehyde O1C=CC=2C=NC=C(C21)C=O